tert-butyl 4-[2-(2-nitrophenoxy)ethoxy]piperidine-1-carboxylate [N+](=O)([O-])C1=C(OCCOC2CCN(CC2)C(=O)OC(C)(C)C)C=CC=C1